(R)-1,4,4-Trimethyl-5-oxopyrrolidin-3-yl (8-amino-7-fluoro-6-(8-methyl-2,3-dihydro-1H-pyrido[2,3-b][1,4]oxazin-7-yl)isoquinolin-3-yl)carbamate NC=1C(=C(C=C2C=C(N=CC12)NC(O[C@H]1CN(C(C1(C)C)=O)C)=O)C1=C(C2=C(OCCN2)N=C1)C)F